N-[(1S)-1-[[(3-Amino-3-oxo-propyl)-(2-chloro-2-fluoro-acetyl)amino]carbamoyl]-3-methyl-butyl]-1H-indole-2-carboxamide NC(CCN(C(C(F)Cl)=O)NC(=O)[C@H](CC(C)C)NC(=O)C=1NC2=CC=CC=C2C1)=O